C1NCC12OCC(C2)CN2CCN(CC2)C2=CC1=C(N(C(N1C)=O)N1C(CCCC1=O)=O)C=C2 (5-(4-(5-oxa-2-azaspiro[3.4]oct-7-ylmethyl)piperazin-1-yl)-3-methyl-2-oxo-2,3-dihydro-1H-benzo[d]imidazol-1-yl)piperidine-2,6-dione